N-(3-fluoro-4-((1-isopropyl-2-oxo-2,3-dihydro-1H-imidazo[4,5-b]pyridin-7-yl)oxy)phenyl)-1,5-diphenyl-1H-pyrazole-4-carboxamide FC=1C=C(C=CC1OC1=C2C(=NC=C1)NC(N2C(C)C)=O)NC(=O)C=2C=NN(C2C2=CC=CC=C2)C2=CC=CC=C2